3-[(R)-5-methyl-4-((R)-1,1,1-trifluoro-2-hydroxypropan-2-yl)-5,6-dihydropyrazolo[1',5':1,2]pyrido[3,4-d]pyridazin-9-yl]bicyclo[1.1.1]pentane-1-carboxylic acid C[C@H]1CN2C(C=3C=NN=C(C31)[C@@](C(F)(F)F)(C)O)=CC(=N2)C23CC(C2)(C3)C(=O)O